di-propanetriol diacrylate C(C=C)(=O)O.C(C=C)(=O)O.C(CC)(O)(O)O.C(CC)(O)(O)O